[Cl-].C[N+](CCCCCCCC\C=C/CCCCCCCC)(CCO)CCO methyl-bis(2-hydroxyethyl)oleylammonium chloride